2-(1-(2-azabicyclo[2.2.1]heptan-5-yl)-1H-pyrazol-4-yl)-8-chloro-7-((2-methyl-1H-benzo[d]imidazol-6-yl)oxy)quinoxaline C12NCC(C(C1)N1N=CC(=C1)C1=NC3=C(C(=CC=C3N=C1)OC=1C=CC3=C(NC(=N3)C)C1)Cl)C2